CS(=O)(=O)C1=CC(=C(C=C1)NCC#CC=1N(C2=CC=CC(=C2C1)NC1CCN(CC1)CC(=O)N1CCN(CC1)C)CC(F)(F)F)OC 2-{4-[(2-{3-[(4-methanesulfonyl-2-methoxyphenyl)amino]prop-1-yn-1-yl}-1-(2,2,2-trifluoro-ethyl)-1H-indol-4-yl)amino]piperidin-1-yl}-1-(4-methylpiperazin-1-yl)ethan-1-one